CC1(CCC2=CC(=CC=C12)C(=O)C=C)C (1,1-dimethyl-2,3-dihydro-1H-inden-5-yl)acrolein